P(N)(N)(N)=O phosphoric acid triamide